OC=1C=C(C=CC1)C1C(C(N(CC1)CCN1C=CC=C1)C)COC1=CC=C2CNC(C2=C1)=O (-)-6-{[trans,trans-4-(3-hydroxyphenyl)-2-methyl-1-[2-(1H-pyrrol-1-yl)ethyl]Piperidin-3-yl]Methoxy}-2,3-dihydro-1H-isoindol-1-one